(S)-2-chloro-N-(6-(difluoromethyl)pyridazin-4-yl)-8-(1-methyl-1H-pyrazol-4-yl)-8-(trifluoromethyl)-7,8-dihydro-6H-pyrazolo[1,5-a]pyrrolo[2,3-e]pyrimidine Cl[C@@H]1N(N2C(N=CC3=C2C(CN3)(C(F)(F)F)C=3C=NN(C3)C)=C1)C1=CN=NC(=C1)C(F)F